ClC=1C=C(C=CC1)C(CO)(C)NC1=NC2=C(N1)C=CC=C2CNC(=O)N2CCC2 N-((2-((2-(3-chlorophenyl)-1-hydroxypropan-2-yl)amino)-1H-benzo[d]imidazol-4-yl)methyl)azetidine-1-carboxamide